OC1C(CCC1)NCCCC(=O)OCCCCCCCCCC decyl 4-((2-hydroxycyclopentyl)amino)butyrate